C(C)OC(=O)C1C(C1)C=1C(=NC=NC1Cl)C(C)(C)C 2-(4-(tert-butyl)-6-chloropyrimidin-5-yl)cyclopropanecarboxylic acid ethyl ester